O=S1(CCN(C(C2=C1C=C(S2)[Sn](C)(C)C)=O)CCCNC(OC(C)(C)C)=O)=O tert-butyl (3-(1,1-dioxido-5-oxo-7-(trimethylstannyl)-2,3-dihydrothieno[2,3-f][1,4]thiazepin-4(5H)-yl)propyl)carbamate